C(C1=CC(=CC(=C1)CC)C(C)(C)C)C1=CC(=CC(=C1)CC)C(C)(C)C 2,2'-methylene-bis(4-ethyl-6-tertiary butyl-benzene)